6-bromo-2-(fluoromethyl)pyridazin-3(2H)-one BrC=1C=CC(N(N1)CF)=O